(3-bromoanilino)-2'-(5-methylthiophen-2-yl)-2',3'-dihydrospiro[cyclohexane-1,1'-indene]-4-carboxylic acid BrC=1C=C(NC2(C3(C4=CC=CC=C4C2)CCC(CC3)C(=O)O)C=3SC(=CC3)C)C=CC1